tetraphenyl-bismuth trifluoromethanesulfonate salt FC(S(=O)(=O)O)(F)F.C1(=CC=CC=C1)[Bi](C1=CC=CC=C1)(C1=CC=CC=C1)C1=CC=CC=C1